CC(C)OC1=NNC=C1 3-propan-2-yloxy-1H-pyrazol